methyl 4-((1-(tert-butoxycarbonyl) pyrrolidin-3-yl) ethynyl)-5-fluoronicotinate C(C)(C)(C)OC(=O)N1CC(CC1)C#CC1=C(C=NC=C1C(=O)OC)F